4-(2,4-difluoro-phenoxy)-6-hydroxy-1-ethanesulfonyl-2,3-dihydro-1H-indole FC1=C(OC2=C3CCN(C3=CC(=C2)O)S(=O)(=O)CC)C=CC(=C1)F